5-((4-(6-aminopyridin-3-yl)piperazin-1-yl)methyl)-2-(2,6-dioxopiperidin-3-yl)isoindoline-1,3-dione NC1=CC=C(C=N1)N1CCN(CC1)CC=1C=C2C(N(C(C2=CC1)=O)C1C(NC(CC1)=O)=O)=O